C1(=CC=CC=C1)C1=C(C2=C(C=3C=NNC3C=C2)CCC1)C1=CC=C(C=C1)N1CCC(CC1)C=O 1-[4-(7-phenyl-3,8,9,10-tetrahydrocyclohepta[e]indazol-6-yl)phenyl]piperidine-4-carbaldehyde